3-((4-bromophenyl)thio)piperidine-2,6-dione BrC1=CC=C(C=C1)SC1C(NC(CC1)=O)=O